F[P-](F)(F)(F)(F)F.C1(=CC=C(C=C1)[S+](C1=CC=C(C=C1)C)C1=CC=C(C=C1)C)C tri-p-Tolylsulfonium hexafluorophosphate